5-chloro-1-(1-methoxypropan-2-yl)-1H-pyrazolo[4,3-b]pyridine ClC1=CC=C2C(=N1)C=NN2C(COC)C